O1C=C(C=C1)C=CC(=O)NC 3-(furan-3-yl)-N-methylpropan-2-enamide